methyl-2-(6,7-dimethoxy-2,4-dimethyl-1,3-dioxo-1,2,3,4-tetrahydroisoquinolin-4-yl)acetate COC(CC1(C(N(C(C2=CC(=C(C=C12)OC)OC)=O)C)=O)C)=O